6-methyl-3,4-dihydro-2H-pyrrolo[1,2-a]pyrazin-1-one CC1=CC=C2N1CCNC2=O